(3R)-3-(4-chlorophenyl)-2-[(5-chloropyrimidin-2-yl)methyl]-4-fluoro-6-[1-[4-fluoro-1-(oxetan-3-yl)piperidin-4-yl]-1-hydroxypropyl]-3-methoxy-2,3-dihydro-1H-isoindol-1-one ClC1=CC=C(C=C1)[C@@]1(N(C(C2=CC(=CC(=C12)F)C(CC)(O)C1(CCN(CC1)C1COC1)F)=O)CC1=NC=C(C=N1)Cl)OC